N-hexyl-maleimide (S)-((1R,5S,9s)-3-oxa-7-azabicyclo[3.3.1]nonan-9-yl)-1-(4-fluorophenyl)-3,4-dihydroisoquinoline-2(1H)-carboxylate [C@H]12COC[C@H](CNC1)C2OC(=O)N2C(C1=CC=CC=C1CC2)C2=CC=C(C=C2)F.C(CCCCC)N2C(C=CC2=O)=O